(R)-(2-(difluoromethoxy)-1-(3-(trifluoromethoxy)phenyl)ethyl)carbamic acid tert-butyl ester C(C)(C)(C)OC(N[C@@H](COC(F)F)C1=CC(=CC=C1)OC(F)(F)F)=O